C(C)(C)(C)OC(=O)N1CC(C(CC1)=O)OC1=CC2=C(N=C(S2)Br)C=C1F 3-((2-bromo-5-fluorobenzo[d]thiazol-6-yl)oxy)-4-oxopiperidine-1-carboxylic acid tert-butyl ester